cyclohexyl-N-methylcyclohexanamine C1(CCCCC1)C1(CCCCC1)NC